[OH-].C[N+](C(C)(C)C)(C(C)(C)C)C dimethyldi-tert-butyl-ammonium hydroxide